(1S,2S,3R,4R,5S)-5-[4-chloro-3-[(4-ethoxy-phenyl)methyl]phenyl]-1-(hydroxymethyl)-6,8-dioxabicyclo[3.2.1]octane-2,3,4-triol ClC1=C(C=C(C=C1)[C@]12[C@@H]([C@@H]([C@@H]([C@](CO1)(O2)CO)O)O)O)CC2=CC=C(C=C2)OCC